2-(7-isobutyl-4-isopropyl-1-oxo-pyrrolo[1,2-d][1,2,4]triazin-2-yl)-N-pyrimidin-4-yl-acetamide C(C(C)C)C=1C=C2N(C(=NN(C2=O)CC(=O)NC2=NC=NC=C2)C(C)C)C1